FC(C=1C(=C(C=CC1)[C@@H](C)NC=1C2=C(N=C(N1)C)N=CC(=C2)C=2CCN(CC2)S(=O)(=O)C)F)F (R)-N-(1-(3-(difluoromethyl)-2-fluorophenyl)ethyl)-2-methyl-6-(1-(methylsulfonyl)-1,2,3,6-tetrahydropyridin-4-yl)pyrido[2,3-d]pyrimidin-4-amine